(E)-1-(2,4-Dihydroxyphenyl)-3-[4-methoxy-3-[(4-phenylphenoxy)methyl]phenyl]prop-2-en-1-one OC1=C(C=CC(=C1)O)C(\C=C\C1=CC(=C(C=C1)OC)COC1=CC=C(C=C1)C1=CC=CC=C1)=O